O1C(CCC1)CN1CCC(CC1)C1OCC2=C(O1)C=CC=C2C(=O)N 2-(1-(oxolan-2-ylmethyl)piperidin-4-yl)benzo[d][1,3]dioxan-5-carboxamide